O1CCN(CC1)C=1OC=2C(=NC=C(C2)C(=O)N)N1 2-morpholinooxazolo[4,5-b]pyridine-6-carboxamide